ISOCYANO(2-METHOXYPHENYL)METHYL-4-METHYLPHENYL SULFONE CC1=CC=C(C=C1)S(=O)(=O)C(C2=CC=CC=C2OC)[N+]#[C-]